6-(3,4-diamino-2-fluorophenyl)-3,4-dihydro-2H-pyridine-1-carboxylic acid tert-butyl ester C(C)(C)(C)OC(=O)N1CCCC=C1C1=C(C(=C(C=C1)N)N)F